6-fluoroquinoline-2,4(1H,3H)-dione FC=1C=C2C(CC(NC2=CC1)=O)=O